3-[(2E)-3,7-dimethyloct-2,6-dien-1-yl]-2,4-dihydroxy-6-(2-methylpentyl)benzoic acid C\C(=C/CC=1C(=C(C(=O)O)C(=CC1O)CC(CCC)C)O)\CCC=C(C)C